3-OXO-2,3-DIHYDRO-PYRIDAZINE-4-CARBOXYLIC ACID O=C1NN=CC=C1C(=O)O